((1E,6E)-3,5-dioxohepta-1,6-diene-1,7-diyl)bis(2-methoxy-5,1-phenylene) dibutyrate C(CCC)(=O)OC1=C(C=CC(=C1)\C=C\C(CC(\C=C\C=1C=CC(=C(C1)OC(CCC)=O)OC)=O)=O)OC